2,2-dimethyl-6-{[2-(1-methylpyrazol-4-yl)-4-pyridyl]oxy}-3H-1,3-benzoxazin-4-one CC1(OC2=C(C(N1)=O)C=C(C=C2)OC2=CC(=NC=C2)C=2C=NN(C2)C)C